4-[5-chloro-2-(4-methylthiazol-5-yl)-6-oxo-1H-pyrimidin-4-yl]piperidine-1-carboxylic acid tert-butyl ester C(C)(C)(C)OC(=O)N1CCC(CC1)C=1N=C(NC(C1Cl)=O)C1=C(N=CS1)C